BrC[C@](C(=O)NC1=CC(=C(C=C1)C#N)C(F)(F)F)(C)O (R)-3-bromo-N-(4-cyano-3-(trifluoromethyl)phenyl)-2-hydroxy-2-methylpropionamide